N-(2,6-dimethyl-2H-benzo[d][1,2,3]triazol-5-yl)-1,1-diphenylmethanimine CN1N=C2C(=N1)C=C(C(=C2)N=C(C2=CC=CC=C2)C2=CC=CC=C2)C